ClC1=C(C(=CC=C1)N1CCN(CC1)C(C)C)NC(=O)N1C[C@@](CC1)(OC1=CC=CC=C1)C (R)-N-(2-chloro-6-(4-isopropylpiperazin-1-yl)phenyl)-3-methyl-3-phenoxypyrrolidine-1-carboxamide